Cl.Cl.NCCC1=NC2=C(N1CC(=O)O)C=CC=C2 2-(2-(2-Aminoethyl)-1H-benzo[d]imidazol-1-yl)acetic acid dihydrochloride